(S)-11-(5-fluoropyridin-2-yl)-3-methoxy-10-(trifluoromethyl)-3,4-dihydro-2H,6H-[1,4]thiazepino[2,3,4-ij]quinazoline-6,8(7H)-dione FC=1C=CC(=NC1)C1=C(C=C2C(NC(N3C2=C1SC[C@H](C3)OC)=O)=O)C(F)(F)F